FC1=NC2=C(C=N1)N=CC=C2 FLUOROPYRIDOPYRIMIDINE